2-(2-methoxyphenyl)pyridin COC1=C(C=CC=C1)C1=NC=CC=C1